6-chloro-4-((4,5-dimethyl-2-((2-(trimethylsilyl)ethoxy)methyl)-4,5-dihydro-2H-[1,2,3]triazolo[4,5-c][1,7]naphthyridin-6-yl)amino)-N-(methyl-d3)pyridazine-3-carboxamide ClC1=CC(=C(N=N1)C(=O)NC([2H])([2H])[2H])NC1=NC=CC=2C=3C(C(N(C12)C)C)=NN(N3)COCC[Si](C)(C)C